NC1=C2C(=NC=N1)N(N=C2C2=CC(=C(C=C2)OC)F)C(C)C2=NC1=CC=CC=C1C(N2C2CC2)=O 2-(1-(4-amino-3-(3-fluoro-4-methoxyphenyl)-1H-pyrazolo[3,4-d]pyrimidin-1-yl)ethyl)-3-cyclopropylquinazolin-4(3H)-one